C(CCCCCC)C1(CC1)C(=O)O heptylcyclopropanecarboxylic acid